CN1N=C(C(=C1)N1C(N(C=2C=NC=3C=C(C(=CC3C21)C=2C(=NN(C2)C)C)OC)C)=O)C 1,8-Bis(1,3-dimethyl-1H-pyrazol-4-yl)-7-methoxy-3-methyl-1,3-dihydroimidazo[4,5-c]quinolin-2-one